C(C=C)NCC(=O)O allyl-glycine